5-(2-methoxypyridin-4-yl)-2-(5-(methyl((3aR,5s,6aS)-octahydrocyclopenta[c]pyrrol-5-yl)amino)pyrazin-2-yl)phenol COC1=NC=CC(=C1)C=1C=CC(=C(C1)O)C1=NC=C(N=C1)N(C1C[C@@H]2[C@@H](CNC2)C1)C